C(C)(C)(C)OC(CC(C(=O)N1CCOCC1)N(C)C(=O)OC(C)(C)C)=O 3-((Tert-butoxycarbonyl)(methyl)amino)-4-morpholino-4-oxobutanoic acid tert-butyl ester